C1=CC=CC=2C3=CC=CC=C3C(C12)COC(=O)NC(CC(NCCOCCOCCOCC(=O)O)=O)CC(NCCOCCOCCOCC(=O)O)=O 15-((((9H-fluoren-9-yl)methoxy)carbonyl)amino)-13,17-dioxo-3,6,9,21,24,27-hexaoxa-12,18-diazanonacosanedioic acid